(6aR)-4-chloro-3-(2-fluoro-6-methoxyphenyl)-1-oxo-2,6a,7,9,10,12-hexahydro-1H-pyrazino[2,1-c]pyrido[3,4-f][1,4]oxazepine-8(6H)-carboxylic acid tert-butyl ester C(C)(C)(C)OC(=O)N1C[C@@H]2COC3=C(CN2CC1)C(NC(=C3Cl)C3=C(C=CC=C3OC)F)=O